The molecule is a 1,2-diacyl-sn-glycero-3-phosphocholine in which the acyl groups at C-1 and C-2 are 7Z-hexadecenoyl and 5Z,8Z,11Z,14Z-icosatetraenoyl respectively. It has a role as a mouse metabolite. It derives from a (Z)-hexadec-7-enoic acid and an arachidonic acid. CCCCCCCC/C=C\\CCCCCC(=O)OC[C@H](COP(=O)([O-])OCC[N+](C)(C)C)OC(=O)CCC/C=C\\C/C=C\\C/C=C\\C/C=C\\CCCCC